S1C(=NN=C1)C1(CC1)NC(C(=O)C=1N2CCCC2=C(C1C)C(=O)NC1=CC=C(C=C1)F)=O 5-(2-((1-(1,3,4-thiadiazol-2-yl)cyclopropyl)amino)-2-oxoacetyl)-N-(4-Fluorophenyl)-6-methyl-2,3-dihydro-1H-pyrrolizine-7-carboxamide